BrC=1C=C(CN(C(C(CC)(C)C)=O)C)C=CC1 N-(3-bromobenzyl)-N,2,2-trimethylbutanamide